COC=1C=C2CCN(C(C2=CC1)=O)C=1C=NC=CC1 6-methoxy-2-(pyridin-3-yl)-3,4-dihydro-isoquinolin-1(2H)-one